N-[[3-(4-pyridyl)phenyl]methyl]-3-chloro-4,7-difluoro-benzo[b]thiophene-2-carboxamide N1=CC=C(C=C1)C=1C=C(C=CC1)CNC(=O)C1=C(C2=C(S1)C(=CC=C2F)F)Cl